1-[2-(azetidin-1-yl)-2-oxo-ethyl]-6-[5-(trifluoromethyl)-2-thienyl]-3H-imidazo[4,5-b]pyridin-2-one N1(CCC1)C(CN1C(NC2=NC=C(C=C21)C=2SC(=CC2)C(F)(F)F)=O)=O